FC1=C(C=C(C=C1C)NC(OC1=CC=CC=C1)=O)C phenyl (4-fluoro-3,5-dimethylphenyl)carbamate